Br[Si]1(CC[SiH](CC1)CC)Br 1,1-dibromo-4-ethyl-1,4-disilacyclohexane